9,9-Bis(4-glycidyloxyphenyl)fluorene C(C1CO1)OC1=CC=C(C=C1)C1(C2=CC=CC=C2C=2C=CC=CC12)C1=CC=C(C=C1)OCC1CO1